N[C@@H]1C2=CC(=CC=C2CC12CCN(CC2)C2=NC(=C(N=C2)SC2=C(C(=NC=C2)N)Cl)N)C(=O)N (S)-1-amino-1'-(6-amino-5-((2-amino-3-chloropyridin-4-yl)thio)pyrazin-2-yl)-1,3-dihydrospiro[indene-2,4'-piperidine]-6-carboxamide